2-(2-(2-(allyloxy)-4-nitrophenoxy)ethoxy)ethan-1-ol Disodium [Na].[Na].C(C=C)OC1=C(OCCOCCO)C=CC(=C1)[N+](=O)[O-]